BrC1=CC=CC=2C(COC21)O 7-bromo-2,3-dihydro-1-benzofuran-3-ol